C(C)(C)(C)OC(=O)N1CCN(CC1)CC1=CC=C(C=C1)NC1=NC(=NC(=C1C(=O)OCC)C=O)N1CCOCC1.[O].[Er] erbium oxygen Ethyl 4-(4-((4-(tert-butoxycarbonyl) piperazin-1-yl) methyl) phenylamino)-6-formyl-2-morpholinopyrimidine-5-carboxylate